5-(4,6-dichloro-5-hydroxypicolinamido)-2-(1-methylpiperidin-4-yl)-N-(2-(trifluoromethyl)benzyl)thiazole-4-carboxamide, Formic acid salt C(=O)O.ClC1=CC(=NC(=C1O)Cl)C(=O)NC1=C(N=C(S1)C1CCN(CC1)C)C(=O)NCC1=C(C=CC=C1)C(F)(F)F